C(CCC(C)C)OC=1C=C(C=CC1)B1OC(C(O1)(C)C)(C)C 2-(3-isohexyloxyphenyl)-4,4,5,5-tetramethyl-1,3,2-dioxaborolane